O=C([C@H](C(C1=CC=CC=C1)C1=CC=CC=C1)NC(OC(C)(C)C)=O)NC1=CC=C(C=C1)C1=C(C=NC=C1)C(F)(F)F tert-butyl (S)-(1-oxo-3,3-diphenyl-1-((4-(3-(trifluoromethyl)pyridin-4-yl)phenyl)amino)propan-2-yl)carbamate